5-[(3,5-dichlorophenyl)thio]-4-isopropyl-1-(4-pyridylmethyl)imidazole-2-methanol ClC=1C=C(C=C(C1)Cl)SC1=C(N=C(N1CC1=CC=NC=C1)CO)C(C)C